(4-(4-oxo-3,5,7,8-tetrahydro-4H-thiopyrano[4,3-d]pyrimidin-2-yl)phenyl)boronic acid O=C1C2=C(N=C(N1)C1=CC=C(C=C1)B(O)O)CCSC2